2-(4-chlorophenylethynyl)aniline ClC1=CC=C(C=C1)C#CC1=C(N)C=CC=C1